((4-(7-((5,7-difluoro-2-methyl-1H-benzo[d]imidazol-6-yl)oxy)quinoxalin-2-yl)-1H-pyrazol-1-yl)methyl)cyclopropanol FC1=CC2=C(NC(=N2)C)C(=C1OC1=CC=C2N=CC(=NC2=C1)C=1C=NN(C1)CC1(CC1)O)F